C=C1OC(OC1)=O 4-methylene-1,3-dioxolane-2-one